O1C2=C(OCC1)C=C(C=C2)C=2C=C1C(=NC2)NN=C1C(=O)C=1C(=C(C=CC1)NS(=O)(=O)C)F N-(3-(5-(2,3-Dihydrobenzo[b][1,4]dioxin-6-yl)-1H-pyrazolo[3,4-b]pyridin-3-carbonyl)-2-fluorophenyl)methansulfonamid